CC=1C=C(C=CC1)OC(C1=CC(C(=O)OC2=CC(=CC=C2)C)=CC=C1)=O.NCCCN(CCCN)CCCCCCCC N-(3-aminopropyl)-N-octyl-1,3-diaminopropane bis-(3-methyl-phenyl)-isophthalate